tert-butyl (R)-3-((isopropylsulfonyl)methyl)pyrrolidine-1-carboxylate C(C)(C)S(=O)(=O)C[C@H]1CN(CC1)C(=O)OC(C)(C)C